OCC=1C(=NC2=CC=CC=C2N1)N1CC(C1)NC(OC(C)(C)C)=O tert-Butyl N-[1-[3-(hydroxymethyl)quinoxalin-2-yl]azetidin-3-yl]carbamate